N-acryloyltriazole C(C=C)(=O)N1N=NC=C1